C1(CC1)CN(C(OC(C)(C)C)=O)[C@H]1CN(CCC1)C1=CC(N(C=C1)C(C)C=1SC(=NN1)C1=NC(=CN=C1)N(C)C)=O tert-butyl (cyclopropylmethyl)((3R)-1-(1-(1-(5-(6-(dimethylamino)pyrazin-2-yl)-1,3,4-thiadiazol-2-yl) ethyl)-2-oxo-1,2-dihydropyridin-4-yl)piperidin-3-yl)carbamate